[F-].[Sc+3].COC1(OCCC1)OC.[F-].[F-] dimethoxytetrahydrofuran scandium fluoride